4-(((3-chlorophenyl)sulfonyl)methyl)aniline ClC=1C=C(C=CC1)S(=O)(=O)CC1=CC=C(N)C=C1